O(C1=CC=CC=C1)C1=CC=C(C=C1)S(=O)(=O)O[C@H]1CS(C=C1)(=O)=O (R)-1,1-Dioxido-2,3-dihydrothiophen-3-yl 4-phenoxybenzenesulfonate